FCS(=O)(=O)[O-] Fluoromethansulfonat